2-(trimethylsilyl)ethoxychloromethane C[Si](CCOCCl)(C)C